1-(4-(4-(4-amino-7-methyl-5-(4-(pyrazin-2-yloxy)phenyl)-7H-pyrrolo[2,3-d]pyrimidin-6-yl)-1H-pyrazol-1-yl)piperidin-1-yl)prop-2-en-1-one NC=1C2=C(N=CN1)N(C(=C2C2=CC=C(C=C2)OC2=NC=CN=C2)C=2C=NN(C2)C2CCN(CC2)C(C=C)=O)C